NC1=NC(=CC(=N1)C=1C=C(C#N)C=CC1)C=1N=NN(C1)CC1=NC(=CC=C1)C(C(C)C)OC m-[2-amino-6-(1-{[6-(1-methoxy-2-methylpropyl)-2-pyridinyl]methyl}-1H-1,2,3-triazol-4-yl)-4-pyrimidinyl]benzonitrile